ClC1=NC=2C=NC(=NC2N(C1=O)C=1C=NC(=CC1)OC)OCC 6-chloro-8-(6-methoxypyridin-3-yl)-2-ethoxypteridin-7(8H)-one